NC1=CC(=C2NC3(CCCC3)CCCCC[C@](C3=NN=C(C1=N2)O3)(O)C(F)(F)F)C(F)(F)F (6R)-17-amino-6,15-bis(trifluoromethyl)spiro[19-oxa-3,4,13,18-tetrazatricyclo[12.3.1.12,5]nonadeca-1(18),2,4,14,16-pentaene-12,1'-cyclopentane]-6-ol